NC(C(CCC(=O)OC(C)(C)C)N1C(C2=CC=C(C=C2C1)CO)=O)=O tert-butyl 5-amino-4-(5-(hydroxymethyl)-1-oxoisoindolin-2-yl)-5-oxopentanoate